(3aS,3bR,4R,5R,5aS,10aR,10bS,12aS,E)-1-ethylidene-10a,12a-dimethyl-1,2,3,3a,3b,4,5,5a,6,7,10,10a,10b,11,12,12a-hexadecahydrocyclopenta[5,6]naphtho[1,2-f]indazole-4,5-diol C(/C)=C\1/CC[C@H]2[C@@H]3[C@H]([C@@H]([C@@H]4[C@](CC=5C=NNC5C4)([C@H]3CC[C@@]21C)C)O)O